2-(4-fluorophenoxy)-2-methyl-N-(5-(4-(morpholinomethyl)phenyl)pyridin-2-yl)propanamide FC1=CC=C(OC(C(=O)NC2=NC=C(C=C2)C2=CC=C(C=C2)CN2CCOCC2)(C)C)C=C1